C(C)N1C(NC2=C(C1=O)N=C(C(=C2)CN2CCN(CC2)C=2C=CC(=NC2)C(=O)NC)F)=O 5-(4-((3-ethyl-6-fluoro-2,4-dioxo-1,2,3,4-tetrahydropyrido[3,2-d]pyrimidin-7-yl)methyl)piperazin-1-yl)-N-methylpyridinecarboxamide